(S,E)-6-(1-(1-(1-(4-(3-fluoropyrrolidin-1-yl)but-2-enoyl)azetidine-3-carbonyl)piperidin-4-yl)-1H-pyrazol-4-yl)-4-methoxypyrazolo[1,5-a]pyridine-3-carbonitrile F[C@@H]1CN(CC1)C/C=C/C(=O)N1CC(C1)C(=O)N1CCC(CC1)N1N=CC(=C1)C=1C=C(C=2N(C1)N=CC2C#N)OC